BrC=1C=C(C=CC1)C(CC(=O)O)NC(=O)NC=1C(N(C=C(C1O)C)C)=O 3-(3-bromophenyl)-3-(3-(4-hydroxy-1,5-dimethyl-2-oxo-1,2-dihydropyridin-3-yl)ureido)propanoic acid